C(C)(C)(C)OC(CCCCNC(C1=CN=C(C=C1)O)=O)=O.C(CC#C)NC(=O)C=1C=C(C=CC1)S(=O)(=O)N1C=C(C=CC1=O)C(=O)NCCCCC(=O)OC(C)(C)C tert-butyl 5-(1-((3-(but-3-yn-1-ylcarbamoyl)phenyl)sulfonyl)-6-oxo-1,6-dihydropyridine-3-carboxamido)pentanoate tert-butyl-5-(6-hydroxynicotinamido)pentanoate